3-[(4-Fluorophenoxy)methyl]-2-[3-(5-fluoropyrimidin-2-yl)-6-methylpyridin-2-carbonyl]-4-methyl-2-azabicyclo[3.1.1]heptan FC1=CC=C(OCC2N(C3CC(C2C)C3)C(=O)C3=NC(=CC=C3C3=NC=C(C=N3)F)C)C=C1